BrC1=C2C=CN(C2=CC(=C1C(=O)C1=C(C=CC(=C1)F)Cl)F)C (4-bromo-6-fluoro-1-methylindol-5-yl)(2-chloro-5-fluorophenyl)methanone